(S,E)-2-((dimethylamino)methylene)-3-methylcyclopentan-1-one CN(C)\C=C/1\C(CC[C@@H]1C)=O